6-bromo-1-isopropylyl-1H-indazole-4-carboxylic acid BrC=1C=C(C=2C(NNC2C1)=C(C)C)C(=O)O